spiro[naphtho[2',1':4,5]indeno[2,1-b]furan-10,2'-pyran] O1C2(C=CC=C1)C1=C3C(=CC=C1C1=C2OC=C1)C1=CC=CC=C1C=C3